1-(4-methylphenyl)-2-methylamino-1-pentanone CC1=CC=C(C=C1)C(C(CCC)NC)=O